CC1=CC=CC2=C1C(=C(C(O2)C)C)C tetramethylbenzopyran